C(C)C1=C(N=C(C(=N1)C(=O)N)NC1=CC(=NC=C1)F)NC1CCOCC1 6-Ethyl-3-((2-fluoropyridin-4-yl)amino)-5-((tetrahydro-2H-pyran-4-yl)amino)pyrazine-2-carboxamid